6-(chloromethyl)-5-methoxy-3',6'-dihydro-[3,4'-bipyridine]-1'(2'H)-carboxylic acid tert-butyl ester C(C)(C)(C)OC(=O)N1CCC(=CC1)C=1C=NC(=C(C1)OC)CCl